(2S,4S) or (2R,4S)-1-(3-chlorophenethyl)-2-methyl-4-((4-(methylsulfonyl)phenoxy)methyl)pyrrolidine ClC=1C=C(CCN2[C@H](C[C@@H](C2)COC2=CC=C(C=C2)S(=O)(=O)C)C)C=CC1 |o1:7|